N[C@](C(=O)O)(CCCCB(O)O)CCN(C)CCC1=CC(=C(C=C1)OC)OC (R)-2-amino-6-borono-2-(2-((3,4-dimethoxyphenethyl)(methyl)amino)ethyl)hexanoic acid